C(C)(C)C=1C(=NNC1C=1C=C(C=2N(C1)N=CN2)C)C2=NC=C(C=N2)C2CCNCC2 6-(4-isopropyl-3-(5-(piperidin-4-yl)pyrimidin-2-yl)-1H-pyrazol-5-yl)-8-methyl-[1,2,4]triazolo[1,5-a]pyridine